C(=O)(O)C(COCCC1=CC=C(C=C1)OCC)N1CCN(CCN(CCN(CC1)CC(=O)[O-])CC(=O)[O-])CC(=O)[O-] 2,2',2''-(10-{1-carboxy-2-[2-(4-ethoxyphenyl)ethoxy]ethyl}-1,4,7,10-tetraazacyclododecan-1,4,7-triyl)triacetat